C1(CCCCC1)C(C1=C(C=CC=C1)C(P)(C1CCCCC1)C1CCCCC1)(P)C1CCCCC1 1,2-Bis(Dicyclohexyl-Phosphinomethyl)Benzene